3-(5-fluoropyridin-2-yl)-3,8-diazabicyclo[3.2.1]octane 3HCl Cl.Cl.Cl.FC=1C=CC(=NC1)N1CC2CCC(C1)N2